6-Chloro-N-(3-(dimethylamino)propyl)-1-(2-methoxy-4-(methylsulfonamido)phenyl)-1H-pyrazolo[4,3-c]pyridine-3-carboxamide ClC1=CC2=C(C=N1)C(=NN2C2=C(C=C(C=C2)NS(=O)(=O)C)OC)C(=O)NCCCN(C)C